Ethyl (1R,5S,6S,7S)-7-((2-chloro-7-(methoxymethyl)pyrrolo[2,1-f][1,2,4]triazin-4-yl)amino)tricyclo[3.2.2.02,4]nonane-6-carboxylate ClC1=NN2C(C(=N1)N[C@@H]1[C@H]([C@@H]3C4CC4[C@H]1CC3)C(=O)OCC)=CC=C2COC